CN1C(C(=CC2=C1N=CN=C2)C2CCS(CC2)=O)=O 8-methyl-6-(1-oxothian-4-yl)pyrido[2,3-d]Pyrimidin-7-one